tert-butyl (2-fluoro-3-methoxy-6-((trimethylsilyl)ethynyl)benzyl)carbamate FC1=C(CNC(OC(C)(C)C)=O)C(=CC=C1OC)C#C[Si](C)(C)C